ClC1=C(C#N)C=C(C=C1)N1C(N=C2C(C1=O)=CC=CN2CC2=CN=C(S2)Cl)=O 2-chloro-5-(8-((2-chlorothiazol-5-yl)methyl)-2,4-dioxo-4,8-dihydropyrido[2,3-d]pyrimidin-3(2H)-yl)benzonitrile